1-((2-((2-hydroxyethyl)amino)pyrimidin-4-yl)methyl)-4-(3-(4-(trifluoromethyl)phenyl)-1H-pyrazolo[3,4-b]pyrazin-1-yl)pyridin-2(1H)-one OCCNC1=NC=CC(=N1)CN1C(C=C(C=C1)N1N=C(C=2C1=NC=CN2)C2=CC=C(C=C2)C(F)(F)F)=O